6-[(4-fluorophenyl)methyl]-3-methyl-1-[2-[(2R,5R)-5-methyl-2-[[(3R)-3-methylmorpholin-4-yl]methyl]piperazin-1-yl]acetyl]indoline-3-carboxamide trihydrochloride Cl.Cl.Cl.FC1=CC=C(C=C1)CC1=CC=C2C(CN(C2=C1)C(CN1[C@H](CN[C@@H](C1)C)CN1[C@@H](COCC1)C)=O)(C(=O)N)C